NC1=C(C(NC(=N1)N1C(CC(CC1)CN)C)=O)OC1=C(C(=CC=C1)Cl)Cl 6-amino-2-(4-(aminomethyl)-methylpiperidin-1-yl)-5-(2,3-dichlorophenoxy)pyrimidin-4(3H)-one